Cl.FCC1CNCCO1 2-(fluoromethyl)morpholine hydrochloride